Propionitrile phosphate P(=O)(O)(O)O.C(CC)#N